C(#N)C=1C=CC(=NC1C)C(=O)NC12C[C@@H](C(CC1)(CC2)NC(COC2=CC(=C(C=C2)Cl)Cl)=O)O 5-cyano-N-{(3S)-4-[2-(3,4-dichlorophenoxy)acetamido]-3-hydroxy-bicyclo[2.2.2]oct-1-yl}-6-methylpyridine-2-carboxamide